nitryl-tetrazolium [N+](=O)([O-])[N+]=1NN=NC1